ClC1=C(C(=CC=C1Cl)O)[C@@H]1CC(N(C1)C(CO)C)=O (4S)-4-(2,3-dichloro-6-hydroxyphenyl)-1-[1-hydroxypropan-2-yl]pyrrolidin-2-one